C(CCCCCCCCCCCCCCCCCCCCC)OC(C1=CC=CC=C1)=O benzoic acid behenyl ester